ClC1=CC(=C(C=2CCOC21)C(CC#N)O)CNC(OC(C)(C)C)=O tert-butyl ((7-chloro-4-(2-cyano-1-hydroxyethyl)-2,3-dihydrobenzofuran-5-yl)methyl)carbamate